8-chloro-5,6-dihydro-4H-[1,4]oxazepino[5,6,7-de]quinazolin ClC1=C2C=3C(=NC=NC3C=C1)NCCO2